2-Ethyl-4-pentyl-6-hexylphenol C(C)C1=C(C(=CC(=C1)CCCCC)CCCCCC)O